5-(tert-butyl)-N-(4-(6-(1-cyclopropyl-1H-pyrazol-4-yl)pyrrolo[2,1-f][1,2,4]triazin-4-yl)-2-methylbenzyl)-1,2,4-oxadiazole-3-carboxamide hydrochloride Cl.C(C)(C)(C)C1=NC(=NO1)C(=O)NCC1=C(C=C(C=C1)C1=NC=NN2C1=CC(=C2)C=2C=NN(C2)C2CC2)C